4-chloro-1H-benzo[d]imidazole-2(3H)-one hydrochloride Cl.ClC1=CC=CC=2NC(NC21)=O